NC1CCC(CC1)NC1=NC2=CC=C(C=C2C=N1)C=1C=C(C(=NC1)NS(=O)(=O)C1=C(C=CC=C1)Cl)F N-(5-(2-(((1r,4r)-4-aminocyclohexyl)amino)quinazolin-6-yl)-3-fluoropyridin-2-yl)-2-chlorobenzene-sulfonamide